3-((8-methoxy-2-(6-methylpyridin-3-yl)chroman-6-yl)methyl)-6-(2-methyl-1H-imidazol-1-yl)-3H-imidazo[4,5-b]pyridine COC=1C=C(C=C2CCC(OC12)C=1C=NC(=CC1)C)CN1C=NC=2C1=NC=C(C2)N2C(=NC=C2)C